N1(N=CN=C1)S(=O)(=O)C1=CC=C(C(=O)NC2=CC=C(C=C2)C2=C(C=CC=C2)OC(F)(F)F)C=C1 4-((1H-1,2,4-triazol-1-yl)sulfonyl)-N-(2'-(trifluoromethoxy)-[1,1'-biphenyl]-4-yl)benzamide